4-(aminomethyl)-3,5-difluoroaniline NCC1=C(C=C(N)C=C1F)F